3,6,9-dodecatriene-1-ol C(CC=CCC=CCC=CCC)O